(N-vinylbenzylaminoethyl)-γ-aminopropyltrimethoxysilane hydrochloride Cl.C(=C)N(CC1=CC=CC=C1)CCCO[Si](OC)(OC)CCCN